C(CCCC)N pentylamine